N-(4-bromophenyl)acetamide BrC1=CC=C(C=C1)NC(C)=O